(1-(2-fluoroethyl)azetidin-3-yl)isonicotinamide FCCN1CC(C1)C1=C(C(=O)N)C=CN=C1